NC1=NC(=C2N=C(N(C2=N1)CC(=O)NC1=CC(=NN1CC)C)C1=CC=C(C=C1)O)NC1=CC=C(C=C1)N 2-(2-amino-6-((4-aminophenyl)amino)-8-(4-hydroxyphenyl)-9H-purin-9-yl)-N-(1-ethyl-3-methyl-1H-pyrazol-5-yl)acetamide